C(C)(C)(C)OC(=O)N1[C@H](CCC1)C(C(=O)O)=C R-(1-tert-butyloxycarbonyl-pyrrolidin-2-yl)acrylic acid